FC1=C(CN2CCNC3=CC=CC=C23)C=CC=C1 1-(2-Fluorobenzyl)-1,2,3,4-tetrahydroquinoxaline